stannous, fluoride [Sn](F)F